ClC=1C=C(C=C(C1)NS(=O)(=O)C)NC(=O)C=1SC(=C(C1)C1=NC=C(C=C1Cl)F)C N-(3-chloro-5-(methylsulfonamido)phenyl)-4-(3-chloro-5-fluoropyridin-2-yl)-5-methylthiophene-2-carboxamide